m-styrenesulfonate C=CC1=CC(=CC=C1)S(=O)(=O)[O-]